tert-butyl 3-[5-chloro-7-(morpholin-4-yl)indazol-1-yl]pyrrolidine-1-carboxylate ClC=1C=C2C=NN(C2=C(C1)N1CCOCC1)C1CN(CC1)C(=O)OC(C)(C)C